N-cyclohexyl-5-(4-methoxyphenyl)-1H-pyrrolo[2,3-b]Pyridin-4-amine C1(CCCCC1)NC=1C2=C(N=CC1C1=CC=C(C=C1)OC)NC=C2